N-nitrosophenylhydroxylamine aluminum [Al].N(=O)N(O)C1=CC=CC=C1